CC=1C=C(C=CC1C)C(C)=NNC(=O)C1=CC=CC2=CC=CC=C12 l-N'-(1-(3,4-dimethylphenyl)ethylidene)-1-naphthohydrazide